1,1-Bis(3,4-dimethyl-phenyl)ethan CC=1C=C(C=CC1C)C(C)C1=CC(=C(C=C1)C)C